C(CC)N[Si](C)(C)C propyl-trimethyl-aminosilane